n-heptyl-sulfur C(CCCCCC)[S]